tert-butyl N-[(2S)-1-{3-bromo-5-chloro-7-[(thiophen-2-ylmethyl)amino]furo[3,2-b]pyridin-2-yl}propan-2-yl]carbamate BrC1=C(OC=2C1=NC(=CC2NCC=2SC=CC2)Cl)C[C@H](C)NC(OC(C)(C)C)=O